CP(=O)(C)CCC1=C2C=CN(C2=CC(=C1OC=1C=CC(=C(C#N)C1)F)F)S(=O)(=O)C1=CC=C(C)C=C1 5-((4-(2-(Dimethylphosphoryl)ethyl)-6-fluoro-1-tosyl-1H-indol-5-yl)oxy)-2-fluorobenzonitrile